2,5-dimethoxybenzene-1-sulfonyl chloride COC1=C(C=C(C=C1)OC)S(=O)(=O)Cl